(R)-N-(1-(3,3-difluoro-2,2-dimethyl-2,3-dihydrobenzofuran-7-yl)ethyl)-6-(4-isopropylpiperazin-1-yl)-2-methyl-7-(oxetan-3-ylmethoxy)pyrido[2,3-d]pyrimidin-4-amine FC1(C(OC2=C1C=CC=C2[C@@H](C)NC=2C1=C(N=C(N2)C)N=C(C(=C1)N1CCN(CC1)C(C)C)OCC1COC1)(C)C)F